(R)-tert-butyl methyl(piperidin-3-yl)carbamate CN(C(OC(C)(C)C)=O)[C@H]1CNCCC1